ClC1=C(C=C(N=N1)OC1CCN(CC1)N1C(N(N=CC1=O)C)=O)C(C)C (4-((6-chloro-5-isopropylpyridazin-3-yl)oxy)piperidin-1-yl)-2-methyl-1,2,4-triazine-3,5(2H,4H)-dione